(3S)-1-(3-chloro-5-methoxyphenyl)-N-((1R,2R,4S)-7-cyano-7-azabicyclo[2.2.1]heptan-2-yl)-3-pyrrolidinecarboxamide ClC=1C=C(C=C(C1)OC)N1C[C@H](CC1)C(=O)N[C@H]1[C@H]2CC[C@@H](C1)N2C#N